C(C1=CC=CC=C1)(=O)NC(C(=O)OCC)=C1C=C(OC(=C1)C)C ethyl 2-benzamido-2-(2,6-dimethylpyran-4-ylidene)acetate